NC1=CC(=NO1)C1CCN(CC1)C(=O)C=1NC2=C(C=CC=C2C1)Cl (4-(5-aminoisoxazol-3-yl)piperidin-1-yl)(7-chloro-1H-indol-2-yl)methanone